3-[3-(4-aminophenoxy)phenoxy]Aniline zirconium(IV) n-butoxide [O-]CCCC.[Zr+4].NC1=CC=C(OC=2C=C(OC=3C=C(N)C=CC3)C=CC2)C=C1.[O-]CCCC.[O-]CCCC.[O-]CCCC